CC1=C(C(=O)P(C2=CC=C(C=C2)F)=O)C(=CC(=C1)C)C 2,4,6-trimethylbenzoyl-4-fluorophenyl-phosphine oxide